1-methyl-5-(tributylstannyl)imidazole CN1C=NC=C1[Sn](CCCC)(CCCC)CCCC